N-[5-[5-[(3-fluoro-1-methyl-azetidin-3-yl)methoxy]-2-methyl-4-pyridyl]pyrazolo[1,5-a]pyridin-2-yl]cyclopropanecarboxamide FC1(CN(C1)C)COC=1C(=CC(=NC1)C)C1=CC=2N(C=C1)N=C(C2)NC(=O)C2CC2